BrC1=CC=C2C(=NC(=NC2=C1F)OC[C@]12CCCN2C[C@@H](C1)F)N1C[C@H]2CC[C@@H](C1)N2C(=O)[O-] (1R,5S)-3-(7-bromo-8-fluoro-2-(((2R,7aS)-2-fluorotetrahydro-1H-pyrrolizin-7a(5H)-yl)methoxy)quinazolin-4-yl)-3,8-diazabicyclo[3.2.1]octane-8-carboxylate